C1(=CC=CC=C1)C1(CNCC1)C1=CC=CC=C1 3,3-diphenylpyrrolidine